2-(Di-tert-butylphosphinomethyl)-6-(diethylaminomethyl)pyridine C(C)(C)(C)P(C(C)(C)C)CC1=NC(=CC=C1)CN(CC)CC